2,6-dichloro-hydroquinone ClC1=C(O)C(=CC(=C1)O)Cl